C(C)(=O)NC(C(=O)O)CCCC acetamido-5-methyl-pentanoic acid